tert-Butyl 3-allyl-3-[(prop-2-enoylamino)methyl]pyrrolidine-1-carboxylate C(C=C)C1(CN(CC1)C(=O)OC(C)(C)C)CNC(C=C)=O